5-(4-((3-ethyl-2-oxo-4-thioxo-1,2,3,4-tetrahydroquinazolin-7-yl)methyl)piperazin-1-yl)-N,6-dimethylpicolinamide C(C)N1C(NC2=CC(=CC=C2C1=S)CN1CCN(CC1)C=1C=CC(=NC1C)C(=O)NC)=O